4-{[1-(benzo[d][1,3]dioxol-5-yl)-1H-1,2,3-triazol-4-yl]methyl}-6-hydroxy-5-oxo-4,5-dihydrothieno[3,2-b]pyridine-7-carboxylic acid O1COC2=C1C=CC(=C2)N2N=NC(=C2)CN2C1=C(C(=C(C2=O)O)C(=O)O)SC=C1